C(N)(=O)C=1C(=NC(=C(C(=O)OCC)C1N1CC(CC1)C(NCC1=CC(=C(C=C1)F)F)=O)CCC1=CC=C(C=C1)F)CC(C)C ethyl 5-carbamoyl-4-(3-((3,4-difluorobenzyl)carbamoyl)pyrrolidin-1-yl)-2-(4-fluorophenethyl)-6-isobutylnicotinate